C(C)(C)O[SiH](O[Si](C)(C)C)C 1-iso-propoxy-1,3,3,3-tetramethyldisiloxane